FC(C1=CC(=NO1)C=CC1CC2(CN(C2)C(=O)OC(C)(C)C)C1)(F)F tert-butyl 6-[2-[5-(trifluoromethyl)-1,2-oxazol-3-yl]ethenyl]-2-azaspiro[3.3]heptane-2-carboxylate